C(=O)O.NCCNC(=O)N1CCN(CC1)C(C1=C(C=C(C=C1)NC=1C=2N(C=CN1)C(=CN2)C=2C(=NNC2)C(F)(F)F)C)=O N-(2-aminoethyl)-4-[2-methyl-4-[[3-[3-(trifluoromethyl)-1H-pyrazol-4-yl]imidazo[1,2-a]pyrazin-8-yl]amino]benzoyl]piperazine-1-carboxamide formate